COC1=NC=CC(=C1)C1=CC=C(C=C1)N1N=CC2=C(C=CC(=C12)C(=O)O)C#CC (4-(2-methoxypyridin-4-yl)phenyl)-4-(propan-1-yn-1-yl)-1H-indazole-7-carboxylic acid